(2-(5-cyclopropyl-3-(2,6-dichlorophenyl)isoxazol-4-yl)-7-azaspiro[3.5]non-1-en-7-yl)-4-fluorobenzo[d]thiazole-6-carboxylic acid C1(CC1)C1=C(C(=NO1)C1=C(C=CC=C1Cl)Cl)C1=CC2(C1)CCN(CC2)C=2SC1=C(N2)C(=CC(=C1)C(=O)O)F